2-(6-{5-chloro-2-[(oxan-4-yl)amino]pyrimidin-4-yl}-1-oxo-2,3-dihydro-1H-isoindol-2-yl)-N-(2-phenylbutan-2-yl)acetamide ClC=1C(=NC(=NC1)NC1CCOCC1)C1=CC=C2CN(C(C2=C1)=O)CC(=O)NC(C)(CC)C1=CC=CC=C1